6-[5-methoxy-3-(6-methyl-2-pyridyl)-1H-pyrazol-4-yl]-1,5-naphthyridin-3-amine COC1=C(C(=NN1)C1=NC(=CC=C1)C)C=1N=C2C=C(C=NC2=CC1)N